COC=1C=C(C=CC1OC)[C@@]12CCN([C@H]2C=C(CC1)OC(C(CCC)(C)C)=O)C (3aS,7aS)-3a-(3,4-dimethoxyphenyl)-1-methyl-2,3,3a,4,5,7a-hexahydro-1H-indol-6-yl-2,2-dimethylpentanoate